2-(6-(((1R,3S,5S,6S)-6-fluoro-8-methyl-8-azabicyclo[3.2.1]octan-3-yl)(methyl)amino)pyridazin-3-yl)-5-(1H-imidazol-1-yl)phenol F[C@@H]1[C@@H]2C[C@H](C[C@H](C1)N2C)N(C2=CC=C(N=N2)C2=C(C=C(C=C2)N2C=NC=C2)O)C